[I-].C(=O)(O)CC[N+]1=C(C(C2=CC(=CC=C12)OCCCS(=O)(=O)O)(C)C)C 1-(2-carboxyethyl)-2,3,3-trimethyl-5-(3-sulfopropoxy)-3H-indol-1-ium iodide